2,6-diamino-2,6-dideoxy-alpha-L-glucopyranose N[C@@H]1[C@H](O)O[C@H]([C@@H]([C@H]1O)O)CN